Tert-butyl 3-{[(6-fluoro-1,3-benzothiazol-2-yl)amino]methyl}-2-azabicyclo[3.1.1]heptane-2-carboxylate FC1=CC2=C(N=C(S2)NCC2N(C3CC(C2)C3)C(=O)OC(C)(C)C)C=C1